methyl 5-(2-(methoxycarbonyl)-4-methylphenyl)nicotinate COC(=O)C1=C(C=CC(=C1)C)C=1C=NC=C(C(=O)OC)C1